Amyl Ethyl Ketone C(C)C(=O)CCCCC